methyl 2-cyano-2-(6-oxaspiro[4.5]decan-9-ylidene)acetate C(#N)C(C(=O)OC)=C1CCOC2(CCCC2)C1